C1(=CC=CC=C1)C1C(C1)C(=O)[O-] 2-phenylcyclopropanecarboxylate